(S)-4-(2-(4-(2-acetyl-5-chlorophenyl)-3-(difluoromethoxy)-6-oxopyridazin-1(6H)-yl)-3-phenylpropionamido)benzoic acid tert-butyl ester C(C)(C)(C)OC(C1=CC=C(C=C1)NC([C@H](CC1=CC=CC=C1)N1N=C(C(=CC1=O)C1=C(C=CC(=C1)Cl)C(C)=O)OC(F)F)=O)=O